BrCC(CC1=C(N=C(S1)N(C)C(=O)OC(C)(C)C)C(=O)OCC)OC1OCCCC1 ethyl 5-[3-bromo-2-(oxan-2-yloxy)propyl]-2-{[(tert-butoxy)carbonyl](methyl)amino}-1,3-thiazole-4-carboxylate